(E)-4-(cyclobutoxy)-2-hydroxy-3-(3-methylbut-2-en-1-yl)-6-(4-(trifluoromethyl)styryl)benzoic acid C1(CCC1)OC1=C(C(=C(C(=O)O)C(=C1)\C=C\C1=CC=C(C=C1)C(F)(F)F)O)CC=C(C)C